4-(4,4-Difluorocyclohexyl)-N-(4-hydroxy-3-(methylsulfonyl)phenyl)benzamide FC1(CCC(CC1)C1=CC=C(C(=O)NC2=CC(=C(C=C2)O)S(=O)(=O)C)C=C1)F